triaminoacetic acid NC(C(=O)O)(N)N